(3S)-3-(1-methoxy-2-methyl-1-oxopropan-2-yl)pyrrolidine-1-carboxylic acid tert-butyl ester C(C)(C)(C)OC(=O)N1C[C@@H](CC1)C(C(=O)OC)(C)C